1-eicosyl-2-(9Z-hexadecenoyl)-glycero-3-phosphocholine CCCCCCCCCCCCCCCCCCCCOC[C@H](COP(=O)([O-])OCC[N+](C)(C)C)OC(=O)CCCCCCC/C=C\CCCCCC